dibutyltin isononanoate C(CCCCCC(C)C)(=O)[O-].C(CCC)[Sn+2]CCCC.C(CCCCCC(C)C)(=O)[O-]